tris(3-mercaptobutoxyethyl)-1,3,5-triazine-2,4,6(1H)-trione SC(CCOCCN1C(N(C(N(C1=O)CCOCCC(C)S)=O)CCOCCC(C)S)=O)C